(S)-3-(2-(1H-pyrazolo[3,4-b]pyridin-5-yl)ethynyl)-N-(4-((3-(dimethylamino)pyrrolidin-1-yl)methyl)-3-(trifluoromethyl)phenyl)-4-methylbenzamide N1N=CC=2C1=NC=C(C2)C#CC=2C=C(C(=O)NC1=CC(=C(C=C1)CN1C[C@H](CC1)N(C)C)C(F)(F)F)C=CC2C